C1(CC1)OC=1C(=C(C=CC1)N1C(=C2C=NN(C(C2=C1C)=O)C1=NC=CC=N1)C)F 6-[3-(cyclopropyloxy)-2-fluoro-phenyl]-5,7-dimethyl-3-pyrimidin-2-yl-pyrrolo[3,4-d]pyridazin-4-one